tris(4,4'-methylenedianiline) sodium chloride [Cl-].[Na+].C(C1=CC=C(N)C=C1)C1=CC=C(N)C=C1.C(C1=CC=C(N)C=C1)C1=CC=C(N)C=C1.C(C1=CC=C(N)C=C1)C1=CC=C(N)C=C1